O=C1NC(CCC1N1C(C2=CC=C(C=C2C1)N1CCC(CC1)CN1CCC(CC1)CC1(CCN(CC1)C(=O)OC(C)(C)C)F)=O)=O tert-butyl 4-[[1-[[1-[2-(2,6-dioxo-3-piperidyl)-1-oxo-isoindolin-5-yl]-4-piperidyl]methyl]-4-piperidyl]methyl]-4-fluoro-piperidine-1-carboxylate